FC=1C=CC2=C(N(C(=N2)C2=NON=C2C)CC=2C=NC(=NC2)C#N)C1F 5-[[6,7-difluoro-2-(4-methyl-1,2,5-oxadiazol-3-yl)benzimidazol-1-yl]methyl]pyrimidine-2-carbonitrile